3-(2'-hydroxyethoxy)-1,2-propanediol OCCOCC(CO)O